C(C)(=O)O.CC1OCCC1S (+)-2-METHYLTETRAHYDROFURAN-3-THIOL ACETATE